2,4-dimethyl-tricosanoic acid CC(C(=O)O)CC(CCCCCCCCCCCCCCCCCCC)C